FC1(CC(C1)N1C=NC(=C1C=1NC=C(N1)C(=O)NC1=NC=C(C=C1)N1CCOCC1)C1=CC=C(C=C1)F)F 3'-(3,3-difluorocyclobutyl)-5'-(4-fluorophenyl)-N-(5-morpholinopyridin-2-yl)-1H,3'H-[2,4'-biimidazole]-4-carboxamide